(2S,4R)-4-Methyl-2-((Z)-2-methylbut-1-en-1-yl)-tetrahydro-2H-pyran C[C@H]1C[C@H](OCC1)\C=C(/CC)\C